ClC1=C(C=C(C=C1)B(O)O)C(NC)=O 4-CHLORO-3-(N-METHYLCARBAMOYL)PHENYLBORONIC ACID